ClC=1N=C(C=2N(C(C(=C(N2)C)C)=O)C1)C1=C(C=C(C=C1F)Cl)F 7-chloro-9-(4-chloro-2,6-difluoro-phenyl)-2,3-dimethyl-pyrazino[1,2-a]pyrimidin-4-one